5-(3-{[(1R,4r)-4-aminocyclohexyl]methoxy}-4-chlorophenyl)-1,3,4-oxadiazol-2(3H)-one NC1CCC(CC1)COC=1C=C(C=CC1Cl)C1=NNC(O1)=O